CCCCCCCC(=O)NCCCC[C@@H](C(=O)N[C@@H](C)C(=O)N[C@@H]([C@@H](C)O)C(=O)N[C@@H]([C@@H](C)CC)C(=O)NCC(=O)N[C@@H](CC1=CC=CC=C1)C(=O)N[C@@H](CCC(=O)O)C(=O)N[C@@H](C(C)C)C(=O)N[C@@H](CCC(=O)N)C(=O)N[C@@H](CCC(=O)O)C(=O)N[C@@H](CCC(=O)O)C(=O)O)NC(=O)[C@H](CC(=O)O)NC(=O)C The molecule is a mimotope of the pyruvate dehydrogenase E2 component (PDC-E2) comprising an octanoyl group linked to the lipoated PDC-E2 core dodecapeptide (DKATIGFEVQEE) at N-6 of lysine. It has a role as a mimotope. It is a lipopeptide and a polypeptide.